C(CCCCCC\C=C/C=C/CCC)O (Z,E)-8,10-tetradecadien-1-ol